(Cis-3-(6-tosylimidazo[4,5-d]pyrrolo[2,3-b]pyridin-1(6H)-yl)cyclobutyl)methanesulfonic acid S(=O)(=O)(C1=CC=C(C)C=C1)N1C=CC=2C1=NC=C1C2N(C=N1)[C@H]1C[C@H](C1)CS(=O)(=O)O